BrC=1C=CC2=C(OCCCC2NC(=O)N2CC(C2)OC(C)(C)C)C1 N-(8-bromo-2,3,4,5-tetrahydrobenzo[b]oxepin-5-yl)-3-(tert-butoxy)azetidine-1-carboxamide